3-(4-chlorobenzenesulfonyl)-3-fluoroprop-2-en-1-amine hydrochloride Cl.ClC1=CC=C(C=C1)S(=O)(=O)C(=CCN)F